BrC=1C(=C(C=NC1C)NC(OC(C)(C)C)=O)C tert-butyl (5-bromo-4,6-dimethylpyridin-3-yl)carbamate